C(C1=CC=CC=C1)(=O)OC(C)C1=CC=CC=C1 1-benzoyloxy-ethyl-benzene